(1-(5-(5-methyl-4-(2-oxo-2,3-dihydrobenzo[d]oxazol-5-ylamino)pyrimidin-2-ylamino)pyridin-2-yl)pyrrolidin-3-yl)pivaloamide CC=1C(=NC(=NC1)NC=1C=CC(=NC1)N1CC(CC1)CC(C(=O)N)(C)C)NC=1C=CC2=C(NC(O2)=O)C1